NC=1N=NN(N1)CC1=C(N=NN1C)C1=CC=C(C(=N1)C)O[C@@H]1C[C@H](CCC1)C(=O)OC Methyl (1S,3S)-3-((6-(5-((5-amino-2H-tetrazol-2-yl)methyl)-1-methyl-1H-1,2,3-triazol-4-yl)-2-methylpyridin-3-yl)oxy)cyclohexane-1-carboxylate